C(C=C)O[Hf] allyloxyhafnium